C(C)(C)C1(CCNCC1)OC 4-isopropyl-4-methoxypiperidine